[N+](=O)([O-])C1=CC=C(C=C1)C1=NN(C=C1C=CC=1C=C(C(=O)O)C=CN1)C1=CC=CC=C1 2-(2-(3-(4-nitrophenyl)-1-phenyl-1H-pyrazol-4-yl)vinyl)isonicotinic acid